[Br-].C(C)N1C=[N+](C=C1)CC 1,3-diethyl-1H-imidazol-3-ium bromide